C1(=CC=CC=C1)P(C1=CC=CC=C1)(C1=CC=CC=C1)(C1=CC=CC=C1)O tetraphenylphosphorus hydroxide